The molecule is the N(5)-[(S)-1-carboxyethyl] derivative of L-ornithine. It is a L-ornithine derivative and a non-proteinogenic alpha-amino acid. It is a tautomer of a N(5)-(L-1-carboxyethyl)-L-ornithine dizwitterion. C[C@@H](C(=O)O)NCCC[C@@H](C(=O)O)N